NC1=CC(=C(C=N1)N1C=C(C(C2=CC(=C(C=C12)N1CC2=NC=CC=C2C1)Cl)=O)C(=O)O)C 1-(6-amino-4-methylpyridin-3-yl)-6-chloro-4-oxo-7-{5H,6H,7H-pyrrolo[3,4-b]pyridin-6-yl}-1,4-dihydroquinoline-3-carboxylic acid